ClCC\C=C/CCCCCC(OC)OC (3Z)-1-chloro-10,10-dimethoxy-3-decene